C(C)N1CC(CCC1)C1=CC(=C2C(=N1)N=C(O2)N)OC (1-ethylpiperidin-3-yl)-7-methoxyoxazolo[4,5-b]pyridin-2-amine